(1R)-3-((R)-3-(1-(7-cyclopropyl-3-((R)-1-(2,4-dichlorophenyl)ethyl)-3H-[1,2,3]triazolo[4,5-d]pyrimidin-5-yl)azetidin-3-yl)piperidin-1-yl)cyclopentane-1-carboxylic acid C1(CC1)C=1C2=C(N=C(N1)N1CC(C1)[C@@H]1CN(CCC1)C1C[C@@H](CC1)C(=O)O)N(N=N2)[C@H](C)C2=C(C=C(C=C2)Cl)Cl